2-((6-(5-((2-fluoro-5-(trifluoromethoxy)benzyl)carbamoyl)-2,6-dimethylpyridin-3-yl)imidazo[1,2-b]pyridazin-2-yl)amino)-2-oxoethyl dihydrogen phosphate, disodium salt [Na].[Na].P(=O)(OCC(=O)NC=1N=C2N(N=C(C=C2)C=2C(=NC(=C(C2)C(NCC2=C(C=CC(=C2)OC(F)(F)F)F)=O)C)C)C1)(O)O